2-(1-methyl-1H-pyrazol-4-yl)-1-(p-toluenesulfonyl)-1H-pyrrole CN1N=CC(=C1)C=1N(C=CC1)S(=O)(=O)C1=CC=C(C)C=C1